4-(1-piperidino)methylstyrene N1(CCCCC1)CC1=CC=C(C=C)C=C1